2-chloro-5-[(3R,5R)-3,5-dimethylpiperazin-1-yl]pyrazine ClC1=NC=C(N=C1)N1C[C@H](N[C@@H](C1)C)C